FC=1C=C(C=CC1)C1NCCC1 2-(3-fluorophenyl)pyrrolidin